CC1COC2=C1C=C(C(=C2)C)S(=O)(=O)N2CCC(CC2)C=2C=C(C=1N(C2)N=CN1)C 6-(1-((3,6-dimethyl-2,3-dihydrobenzofuran-5-yl)sulfonyl)piperidin-4-yl)-8-methyl-[1,2,4]triazolo[1,5-a]pyridine